3'-methyl-3,4'-bipyridine-2-carboxylate CC=1C=NC=CC1C=1C(=NC=CC1)C(=O)[O-]